3-(5-(2-amino-6-methylpyrimidin-4-yl)-1-oxoisoindolin-2-yl)piperidine-2,6-dione NC1=NC(=CC(=N1)C=1C=C2CN(C(C2=CC1)=O)C1C(NC(CC1)=O)=O)C